P(=O)(O)(O)OC[C@H](N)C(=O)O O-phospho-serine